ClC=1C=NC(=C(C(=O)NC2CCC(CC2)CN2C(N(C3=C2C=CC=C3)C=3C=C2C(=NC3)N(C(=C2)CO)C)=O)C1)C(F)F 5-chloro-2-(difluoromethyl)-N-((1r,4r)-4-((3-(2-(hydroxy-methyl)-1-methyl-1H-pyrrolo[2,3-b]pyridin-5-yl)-2-oxo-2,3-dihydro-1H-benzo[d]imidazol-1-yl)methyl)cyclohexyl)nicotinamide